1-(dimethyl-n-propylsilyl)imidazole C[Si](N1C=NC=C1)(CCC)C